ClC1=CC(=CC(=N1)C1=CC(=NC=C1OC)C(=O)NC)[C@H]1[C@@H](NCCO1)C trans-6-chloro-5'-methoxy-N-methyl-4-(3-methylmorpholin-2-yl)-[2,4'-bipyridine]-2'-carboxamide